C(CCCCCCC\C=C/C\C=C/CCCCC)(=O)NCCCN(C)C linoleamidopropyldimethylamine